NC=1C2=C(N=CN1)N(C=C2C2=CC=CC=C2)[C@H]2[C@@H]([C@@H]([C@H](C2)CNCCCNCCC2=CC(=CC=C2)OC2=CC=CC=C2)O)O (1R,2S,3R,5R)-3-(4-Amino-5-phenyl-7H-pyrrolo[2,3-d]pyrimidin-7-yl)-5-(((3-((3-phenoxyphenethyl)amino)propyl)amino)methyl)cyclopentane-1,2-diol